(S)-10-((5-Chloro-2-((R)-3-(hydroxymethyl)piperidin-1-yl)pyrimidin-4-yl)amino)-2-cyclopropyl-3,3-difluoro-7-methyl-1,2,3,4-tetrahydro-[1,4]oxazepino[2,3-c]chinolin-6(7H)-on ClC=1C(=NC(=NC1)N1C[C@@H](CCC1)CO)NC1=CC=2C3=C(C(N(C2C=C1)C)=O)OCC([C@@H](N3)C3CC3)(F)F